C(C)N(CCO)CC N,N-Diethyl-2-amino-ethanol